NC1=C2C(=NN1C(=O)[C@H]1CCNC3=C(C=CC=C13)C)COCC2 |o1:8| (S*)-(3-amino-4,5-dihydropyrano[3,4-c]pyrazol-2(7H)-yl)(8-methyl-1,2,3,4-tetrahydro-quinolin-4-yl)methanone